S1N=CC(=C1)NC=1N=CC2=C(N1)N1C(C(=C2)C=2C=C(C=CC2C)NC(=O)C2=NC=CC(=C2)C(F)(F)F)=NCC1 N-(3-(2-(isothiazol-4-ylamino)-8,9-dihydroimidazo[1',2':1,6]pyrido[2,3-d]pyrimidin-6-yl)-4-methylphenyl)-4-(trifluoromethyl)pyridineamide